nonadecyl-sulfuric acid C(CCCCCCCCCCCCCCCCCC)OS(O)(=O)=O